14-chloro-3-tetradecenyl octoxymethyl ether C(CCCCCCC)OCOCCC=CCCCCCCCCCCCl